N-[(3R,5R)-4,4-difluoro-5-(hydroxymethyl)pyrrolidin-3-yl]ethanesulfonamide hydrochloride Cl.FC1([C@@H](CN[C@@H]1CO)NS(=O)(=O)CC)F